1-(oxetane-2-yl)-N-((5-((4-(3-((2-((1S)-1-((tetrahydro-2H-pyran-2-yl)oxy)ethyl)-1H-imidazol-1-yl)methyl)isoxazol-5-yl)phenyl)ethynyl)pyridin-2-yl)methyl)methanamine O1C(CC1)CNCC1=NC=C(C=C1)C#CC1=CC=C(C=C1)C1=CC(=NO1)CN1C(=NC=C1)[C@H](C)OC1OCCCC1